OCCCCCCCC[N+]1=CC(=CC(=C1)CCCCCCCCO)CCCCCCCCO 1,3,5-tris(8-hydroxyoctyl)pyridinium